2-(2-hydroxy-5-(1,1,3,3-tetramethylbutyl)phenyl)benzotriazole OC1=C(C=C(C=C1)C(CC(C)(C)C)(C)C)N1N=C2C(=N1)C=CC=C2